ClC=1C=C(C=CC1)C1=CNC=2N=CN=C(C21)N2CCC(CC2)O 1-(5-(3-Chlorophenyl)-7H-pyrrolo[2,3-d]pyrimidin-4-yl)piperidin-4-ol